1-(4-fluoro-2-methylphenyl)-3-(2-methylpyridin-3-yl)-6-(trifluoromethyl)-2,3-dihydroquinazolin-4(1H)-one FC1=CC(=C(C=C1)N1CN(C(C2=CC(=CC=C12)C(F)(F)F)=O)C=1C(=NC=CC1)C)C